The molecule is a sulfuric ester of (3Z)-dec-3-en-1-ol. It has a role as a Daphnia pulex metabolite and a kairomone. It is an organic sulfate and a sulfuric ester. It is a conjugate acid of a (3Z)-dec-3-en-1-yl sulfate. CCCCCC/C=C\\CCOS(=O)(=O)O